(R)-N-(6-(4-((3R,4R)-4-hydroxy-3-methyltetrahydrofuran-3-yl)piperazin-1-yl)-7-methylisoquinolin-3-yl)-6-oxaspiro[2.5]octane-1-carboxamide O[C@@H]1[C@](COC1)(C)N1CCN(CC1)C=1C=C2C=C(N=CC2=CC1C)NC(=O)[C@@H]1CC12CCOCC2